methyl 3-methoxy-4-{[(4-methoxyphenyl)methyl]sulfanyl}benzoate COC=1C=C(C(=O)OC)C=CC1SCC1=CC=C(C=C1)OC